CC1=C(C=O)C=C(C=C1)C 2,5-dimethyl-((z)-benzaldehyde)